Cl.NCC1CCC(CC1)O (1s,4s)-4-(aminomethyl)cyclohexane-1-ol hydrochloride